3-chloro-2-methyl-7-((2S,4R)-2-(1-methyl-1H-pyrazol-4-yl)tetrahydro-2H-pyran-4-yl)-9-(2,4,5-trifluorophenyl)-4H-pyrazino[1,2-a]pyrimidin-4-one ClC1=C(N=C2N(C1=O)C=C(N=C2C2=C(C=C(C(=C2)F)F)F)[C@H]2C[C@H](OCC2)C=2C=NN(C2)C)C